FC(C)(F)C=1C=C(C(=O)N)C=CC1 3-(1,1-difluoroethyl)benzamide